N-{[5-chloro-6-(6-fluoro-5-methoxy-2-pyridyl)-2-indolyl]methyl}-(S)-perhydro-2-furamide ClC=1C=C2C=C(NC2=CC1C1=NC(=C(C=C1)OC)F)CNC(=O)[C@H]1OCCC1